(1S,5R)-3,8-diazabicyclo[3.2.1]octan-2-one [C@@H]12C(NC[C@@H](CC1)N2)=O